NC1=C(C)C=C(C(=C1SC)N)SC 2,4-diamino-3,5-di(methylthio)-toluene